2-acetamido-5-hydroxynaphthalene C(C)(=O)NC1=CC2=CC=CC(=C2C=C1)O